N-(6-((1H-Pyrazol-1-yl)methyl)-4-methoxybenzo[d]isoxazol-3-yl)-3-bromo-2-methoxybenzenesulfonamide N1(N=CC=C1)CC1=CC2=C(C(=NO2)NS(=O)(=O)C2=C(C(=CC=C2)Br)OC)C(=C1)OC